FC1=CC=C(C=C1)N1N=NNC1=O 1-(4-fluorophenyl)-1,4-dihydro-5H-tetrazol-5-one